BrC1=CC=C(C=C1)C[C@@H](C(=O)OC)NC(=O)C1=C(C=C(C(=O)OC)C=C1Cl)Cl methyl (S)-4-((3-(4-bromophenyl)-1-methoxy-1-oxopropan-2-yl)carbamoyl)-3,5-dichlorobenzoate